2-methyl-11-{3-[(3-octyl-1-oxoundecyl) oxy] propyl}-9-oxo-2,8-diaza-5,10-dioxatetradecan-14-yl 3-octylundecanoate C(CCCCCCC)C(CC(=O)OCCCC(OC(NCCOCCN(C)C)=O)CCCOC(CC(CCCCCCCC)CCCCCCCC)=O)CCCCCCCC